C(\C=C/CCCCCC)OC(CCCCCCCCC(CCCCCCCCC)CCOCC1=CC=C(C=C1)OC)=O 10-(2-((4-methoxybenzyl)oxy)ethyl)nonadecanoic acid (Z)-non-2-en-1-yl ester